C(C)(C)(C)OC(=O)N1C[C@H]2C([C@H]2C1)C(N(C1(CC1)C)C)=O (1R,5S,6r)-6-[methyl-(1-methylcyclopropyl)carbamoyl]-3-azabicyclo[3.1.0]Hexane-3-Formic acid tert-butyl ester